2-Iodo-6-azaspiro[3.4]octane-6-carboxylic acid tert-butyl ester C(C)(C)(C)OC(=O)N1CC2(CC(C2)I)CC1